C(C)N(C(C)C)CCC1=CNC2=CC=C(C=C12)F N-ethyl-N-(2-(5-fluoro-1H-indol-3-yl)ethyl)propane-2-amine